(R)-2-(4,4-diethyl-5-oxopyrrolidin-2-yl)ethyl-4-methylbenzenesulphonic acid C(C)C1(C[C@H](NC1=O)CCC1=C(C=CC(=C1)C)S(=O)(=O)O)CC